2-(naphthalen-2-yl)-6-nitroquinazolin-4-amine C1=C(C=CC2=CC=CC=C12)C1=NC2=CC=C(C=C2C(=N1)N)[N+](=O)[O-]